Cl.BrC1=CC=C2CCNCC2=C1 7-bromo-1,2,3,4-tetrahydroisoquinoline hydrochloride